trans-N-(4-methyl-3-pyridin-2-ylphenyl)bicyclo[2.1.0]pentane-2-carboxamide CC1=C(C=C(C=C1)NC(=O)C1C2CC2C1)C1=NC=CC=C1